FC1=C(C=CC=C1)C1=CC2=C(C(N(CO2)CCC2=CC=CC=C2)=O)C=C1 7-(2-fluorophenyl)-3-phenethyl-2,3-dihydro-4H-benzo[e][1,3]oxazin-4-one